ClC=1C=C(CN2C(CN(CC2)C)=O)C=CC1N1C=NC(=C1)C1=NC(=NC=C1C(F)(F)F)NC1CCN(CC1)S(=O)(=O)C 1-(3-Chloro-4-(4-(2-((1-(methylsulfonyl)piperidin-4-yl)amino)-5-(trifluoromethyl)pyrimidin-4-yl)-1H-imidazol-1-yl)benzyl)-4-methylpiperazin-2-one